F[P-](F)(F)(F)(F)F.C(=O)(OC)C1=C(C=CC=C1)[S+](C)C1=C(C=CC=C1)C(=O)OC di-(carbomethoxyphenyl)-methylsulfonium hexafluoro-phosphate